N1=CC(=CC=C1)C=1C=C(C=CC1)C=1C=C(C=C(C1)C1=CC(=CC=C1)C=1C=NC=CC1)C=1C=C(C=CC1)C=1C=NC=CC1 3-[3-[3,5-bis(3-pyridin-3-ylphenyl)phenyl]phenyl]pyridine